2-(3-methoxyazetidin-1-yl)-1H-pyrazole COC1CN(C1)N1NC=CC1